3-(phenylsulfonyl)-4-(thiophene-2-yl)quinoline C1(=CC=CC=C1)S(=O)(=O)C=1C=NC2=CC=CC=C2C1C=1SC=CC1